heptanedioic acid bis-[(3-hydroxy-1,6-dimethyl-4-oxo-1,4-dihydro-pyridin-2-ylmethyl)-amide] OC1=C(N(C(=CC1=O)C)C)CNC(CCCCCC(=O)NCC=1N(C(=CC(C1O)=O)C)C)=O